C(C)(C)(C)N1[SiH](N([SiH2]1)C(C)(C)C)C#C 1,3-bis(t-butyl)-2-ethynyl-cyclodisilazane